ClC1=C(C(=NN1C)C(F)F)C(=O)N[C@H]1C[C@H](CCC1)NC1=CC(=NC2=CC=CC=C12)C(F)(F)F 5-chloro-3-(difluoromethyl)-1-methyl-N-[(1r,3s)-3-{[2-(trifluoromethyl)quinolin-4-yl]amino}cyclohexyl]-1H-pyrazole-4-carboxamide